methyl 5-(pyridin-2-yl)quinoline-2-carboxylate N1=C(C=CC=C1)C1=C2C=CC(=NC2=CC=C1)C(=O)OC